Cl.C1N(C[C@H]2CNCC[C@H]21)C=2C(=NC=CC2)C(F)(F)F |r| rac-3-[(3aR,7aR)-octahydro-1H-pyrrolo[3,4-c]pyridin-2-yl]-2-(trifluoromethyl)pyridine hydrochloride